C(C)(C)(C)OC(=O)N1CCN(CC1)CC1=CC=C(C=C1)CN1CCN(CC1)C(=O)OCC1=CC=CC=C1 benzyl 4-[[4-[(4-tert-butoxycarbonylpiperazin-1-yl)methyl]phenyl]methyl]piperazine-1-carboxylate